(1R,2R)-2-(2-cyanoacetyl)cyclohexylcarbamic acid benzyl ester C(C1=CC=CC=C1)OC(N[C@H]1[C@@H](CCCC1)C(CC#N)=O)=O